C(C1=CC=CC=C1)N1C2=CC=CC=C2C=2C3(NC4=CC=CC=C4C21)C(N(C2=C(C=CC=C23)Br)CC2=CC=C(C=C2)C)=O (+)-11'-Benzyl-7-bromo-1-(4-methylbenzyl)-5',11'-dihydrospiro[indoline-3,6'-indolo[3,2-c]quinolin]-2-one